N-(cyclopropylmethyl)-6-iodo-1,3-benzodioxol-5-amine C1(CC1)CNC1=CC2=C(OCO2)C=C1I